(R)-9-oxo-8-(5-(3-(trifluoromethyl)phenyl)isoxazol-3-yl)octahydro-2H-pyrazino[1,2-a]pyrazine-2-carbonitrile O=C1N(CCN2[C@@H]1CN(CC2)C#N)C2=NOC(=C2)C2=CC(=CC=C2)C(F)(F)F